4-amino-7-fluoro-N-methyl-N-((1R,3S)-3-methyl-5-(trifluoromethyl)-2,3-dihydro-1H-inden-1-yl)imidazo[1,5-a]quinoxaline-8-carboxamide NC=1C=2N(C3=CC(=C(C=C3N1)F)C(=O)N([C@@H]1C[C@@H](C3=CC(=CC=C13)C(F)(F)F)C)C)C=NC2